(3S)-Ethyl 3-(5-bromo-1-(4-chlorophenyl)-1-((1-(hydroxymethyl)cyclopropyl)methoxy)-3-oxoisoindolin-2-yl)-3-(4-chlorophenyl)propanoate BrC=1C=C2C(N(C(C2=CC1)(OCC1(CC1)CO)C1=CC=C(C=C1)Cl)[C@@H](CC(=O)OCC)C1=CC=C(C=C1)Cl)=O